FC1=CC=CC2=C1N=C(S2)[C@H]2N(CCC1=C2N=CN1)C(=O)C=1C=NN2C1C=C(C=C2)F (S)-(4-(4-fluorobenzo[d]thiazol-2-yl)-6,7-dihydro-1H-imidazo[4,5-c]pyridin-5(4H)-yl)(5-fluoropyrazolo[1,5-a]pyridin-3-yl)methanone